ClC=1C(=C(C=CC1)NC1=C(NC2=C1C(NCC2)=O)C2=NC(=NC=C2)NC=2C=NN(C2)CC(F)F)OC 3-[(3-chloro-2-methoxyphenyl)amino]-2-(2-{[1-(2,2-difluoroethyl)pyrazol-4-yl]amino}pyrimidin-4-yl)-1H,5H,6H,7H-pyrrolo[3,2-c]pyridin-4-one